C(C(C)C)C(C(C(C(=O)[O-])(CC(C)C)CC(C)C)(O)C(=O)[O-])C(=O)[O-] Tri-iso-butylcitrat